((4-amino-3-fluorophenyl) sulfonyl) piperidine-3-carboxylate N1CC(CCC1)C(=O)OS(=O)(=O)C1=CC(=C(C=C1)N)F